The molecule is a trichothecene mycotoxin produced by Fusarium to which wheat, barley, maize (corn) and their products are susceptible to contamination. It has a role as a mycotoxin. It is a trichothecene, a cyclic ketone, a secondary alpha-hydroxy ketone, a primary alcohol, an enone and a triol. CC1=C[C@@H]2[C@]([C@@H](C1=O)O)([C@]3(C[C@H]([C@H]([C@]34CO4)O2)O)C)CO